ClC=1C=NC(=C(C(=O)NC2CCC(CC2)CN2C(N(C3=C2C=CC=C3)C=3C=NC(=CC3)C)=O)C1)C(F)(F)F 5-chloro-N-((1r,4r)-4-((3-(6-methylpyridin-3-yl)-2-oxo-2,3-dihydro-1H-benzo[d]imidazol-1-yl)methyl)cyclohexyl)-2-(trifluoromethyl)nicotinamide